C(C)N1C2=CC=CC=C2C=2C=C(C=CC12)/C=C/C(=O)C1=CC=C(C=C1)O (E)-3-(9-Ethylcarbazol-3-yl)-1-(4-hydroxyphenyl)prop-2-en-1-one